N,N-di-n-octadecyl-fumaric acid amide C(CCCCCCCCCCCCCCCCC)N(C(\C=C\C(=O)O)=O)CCCCCCCCCCCCCCCCCC